2-(1-(2-methoxyethyl)-6,7-dihydro-1H-[1,4]dioxino[2',3':4,5]benzo[1,2-d]imidazol-2-yl)ethan-1-amine dihydrochloride Cl.Cl.COCCN1C(=NC2=C1C=C1C(=C2)OCCO1)CCN